3-(4-(4-(2-((cis)-3-(4-((5-(2,4-difluoro-5-methylphenyl)imidazo[1,2-a]pyrazin-8-yl)amino)-1H-pyrazol-1-yl)cyclobutyl)ethyl)piperazin-1-yl)phenyl)piperidine-2,6-dione FC1=C(C=C(C(=C1)F)C)C1=CN=C(C=2N1C=CN2)NC=2C=NN(C2)[C@H]2C[C@H](C2)CCN2CCN(CC2)C2=CC=C(C=C2)C2C(NC(CC2)=O)=O